2-isopropyl-5-(4,4,5,5-tetramethyl-1,3,2-dioxaborolan-2-yl)indazole C(C)(C)N1N=C2C=CC(=CC2=C1)B1OC(C(O1)(C)C)(C)C